C(C)OC(C(N)NCC1=CC=C(C=C1)CCCCCC)=O 2-((4-n-hexylbenzyl)amino)glycine ethyl ester